4-((1-(2-bromo-5-methoxy-4-nitrophenyl)piperidin-4-yl)methyl)morpholine BrC1=C(C=C(C(=C1)[N+](=O)[O-])OC)N1CCC(CC1)CN1CCOCC1